N-phenyl-N-(tetrahydrofuran-2-ylmethyl)prop-2-enamid C1(=CC=CC=C1)N(C(C=C)=O)CC1OCCC1